4-[(1S)-1-[[1-[(3R)-3-[3-(Trifluoromethyl)phenoxy]pyrrolidin-1-yl]cyclohexane-1-carbonyl]amino]ethyl]benzoic acid, hydrochloride Cl.FC(C=1C=C(O[C@H]2CN(CC2)C2(CCCCC2)C(=O)N[C@@H](C)C2=CC=C(C(=O)O)C=C2)C=CC1)(F)F